3-(difluoromethyl)-1-methyl-N'-(4-(p-tolyloxy)phenyl)-1H-pyrazole-4-carbohydrazide FC(C1=NN(C=C1C(=O)NNC1=CC=C(C=C1)OC1=CC=C(C=C1)C)C)F